3-cyano-5-methylthiophene C(#N)C1=CSC(=C1)C